(S)-1-(2-chloro-6-fluorobenzyl)-N-(2-fluoro-6-hydroxybenzyl)-3,4-dimethyl-2-oxo-1,2,3,4-tetrahydroquinazoline-7-carboxamide ClC1=C(CN2C(N([C@H](C3=CC=C(C=C23)C(=O)NCC2=C(C=CC=C2O)F)C)C)=O)C(=CC=C1)F